NC1COCC1N 3,4-diaminotetrahydrofuran